1-azido-2-(2-(2-ethoxyethoxy)ethoxy)ethane sodium [Na].N(=[N+]=[N-])CCOCCOCCOCC